C1(CC1)C1=CC=2N(C(=C1)N1C(N(C(C1)=O)C)=O)N=C(C2)CNC(OC(C)(C)C)=O tert-butyl ((5-cyclopropyl-7-(3-methyl-2,4-dioxoimidazolidin-1-yl)pyrazolo[1,5-a]pyridin-2-yl)methyl)carbamate